6-(2-chloropyrimidin-4-yl)-1-methyl-1H-indazole ClC1=NC=CC(=N1)C1=CC=C2C=NN(C2=C1)C